C(CCC)N(C)CC=1C=CC=NC1 5-((butyl-(methyl)amino)methyl)pyridin